1,1-dioxothiacyclopentane-4-carbaldehyde O=S1(CCC(C1)C=O)=O